(3S,5R)-3,5-dimethyl-1-(6-nitro-3-pyridyl)piperazine C[C@H]1CN(C[C@H](N1)C)C=1C=NC(=CC1)[N+](=O)[O-]